1-(5-(2-amino-1-hydroxyethyl)thiophen-2-yl)-2-((6-methoxy-2-methylquinazolin-4-yl)thio)ethanone NCC(O)C1=CC=C(S1)C(CSC1=NC(=NC2=CC=C(C=C12)OC)C)=O